CC1CCCC2=C(C=CC=C12)C The molecule is a member of the class of tetralins that is tetralin which is substituted by a methyl group at position 1 and at position 5, It is an ortho-fused bicyclic hydrocarbon and a member of tetralins. It derives from a hydride of a tetralin.